4-Chloro-7-[(3R*)-3-{6-[4-(dibutoxymethyl)piperidin-1-yl]pyridin-3-yl}piperidin-1-yl]-1H-indole-3-carbonitrile ClC1=C2C(=CNC2=C(C=C1)N1C[C@H](CCC1)C=1C=NC(=CC1)N1CCC(CC1)C(OCCCC)OCCCC)C#N |o1:12|